chloro-2-((2,5-difluorobenzoyl)oxy)benzoic acid ClC=1C(=C(C(=O)O)C=CC1)OC(C1=C(C=CC(=C1)F)F)=O